FC1=CC=C(COC=2C=C(OCCCNCCO)C=CC2OCC2=CC=C(C=C2)F)C=C1 2-((3-(3,4-bis((4-fluorobenzyl)oxy)phenoxy)propyl)amino)ethan-1-ol